ClC=1C=NC=C(C1[C@@H](C)OC=1C=C2C(=NNC2=CC1OC)C=1C=NC(=C(C1)S(=O)(=O)C)N1[C@@H](CC1)C)Cl 5-((R)-1-(3,5-dichloropyridin-4-yl)ethoxy)-6-methoxy-3-(6-((R)-2-methylazetidin-1-yl)-5-(methylsulfonyl)pyridin-3-yl)-1H-indazole